Bis(2-pentylheptyl) 13-(2-(diethylamino)ethyl)-5,21-dihexyl-7,19-dioxo-6,8,18,20-tetraoxa-13-azapentacosanedioate C(C)N(CCN(CCCCOC(OC(CCCC(=O)OCC(CCCCC)CCCCC)CCCCCC)=O)CCCCOC(OC(CCCC(=O)OCC(CCCCC)CCCCC)CCCCCC)=O)CC